CC1=CC=C(C=C1)S(=O)(=O)OC(COC)C1=CN=C(S1)NC(=O)OC(C)(C)C 1-(2-((tert-butyloxycarbonyl)amino)thiazol-5-yl)-2-methoxyethyl 4-methylbenzenesulfonate